NC1=C(OC=2C=CC=3C(N(C(C4=CC=CC2C34)=O)CCO)=O)C=CC(=C1)C(C)(C)C 6-(2-amino-4-(tert-butyl)phenoxy)-2-(2-hydroxyethyl)-1H-benzo[de]isoquinoline-1,3(2H)-dione